(5'S,7a'R)-5'-phenyl-1-(pyrazolo[1,5-a]pyrimidin-7-yl)tetrahydro-3'H-spiro[piperidine-4,2'-pyrrolo[2,1-b][1,3]oxazol]-3'-one C1(=CC=CC=C1)[C@@H]1CC[C@H]2OC3(C(N21)=O)CCN(CC3)C3=CC=NC=2N3N=CC2